C1(CC1)COC1=CC=C(C=C1)NC(=O)C=1C(N(C=CC1)C1=C(C=C(C=C1)F)OCC(F)(F)F)=O N-[4-(cyclopropylmethoxy)phenyl]-1-[4-fluoro-2-(2,2,2-trifluoroethoxy)phenyl]-2-oxo-1,2-dihydropyridine-3-carboxamide